(R)-N-(3,3-difluoro-1-(oxetan-3-yl-3-d)piperidin-4-yl)-5-(1-(1,3-difluoropropan-2-yl)-1H-benzo[d][1,2,3]triazol-6-yl)-6-fluoro-4-methoxypyrrolo[2,1-f][1,2,4]triazin-2-amine FC1(CN(CC[C@H]1NC1=NN2C(C(=N1)OC)=C(C(=C2)F)C=2C=CC1=C(N(N=N1)C(CF)CF)C2)C2(COC2)[2H])F